FC(C1=CC(=NC=C1C1=NC(=NC(=C1)N1CCOCC1)N1CCOCC1)N)(F)F 4-(trifluoro-methyl)-5-(2,6-dimorpholino-pyrimidin-4-yl)pyridin-2-amine